ClC1=CC=C(C=C1)C(CC1=C2C(=C3N(C(C2=CC=C1)=O)CC1=CC=CC=C13)C1=CC=CC=C1)=O (2-(4-chlorophenyl)-2-oxoethyl)-12-phenylisoindolo[2,1-b]isoquinolin-5(7H)-one